FC(C[C@H](C)NC(O[C@H]1C=C[C@@H](C1)C=1C=NC(=NC1)NC1=CC=C(C=C1)S(N)(=O)=O)=O)(F)F |&1:8,11| (1RS,4RS)-4-(2-((4-sulfamoylphenyl)amino)pyrimidin-5-yl)cyclopent-2-en-1-yl ((S)-4,4,4-trifluorobutan-2-yl)carbamate